BrC1=CC=C2C(=NN(C2=C1)CC(F)(F)F)N 6-Bromo-1-(2,2,2-trifluoroethyl)-1H-indazol-3-amine